(R)-4-(1-((1-(3-cyano-2-methylphenyl)ethyl)amino)-4-methylpyrido[3,4-d]pyridazin-7-yl)piperidine-1-carboxylic acid tert-butyl ester C(C)(C)(C)OC(=O)N1CCC(CC1)C1=CC=2C(=C(N=NC2N[C@H](C)C2=C(C(=CC=C2)C#N)C)C)C=N1